C(C=C)(=O)OC(CCCCC)O hexandiol monoacrylate